tert-butyl (R)-3-(((4-(1,3-dioxoisoindolin-2-yl)butyl)((S)-5,6,7,8-tetrahydroquinolin-8-yl)amino)methyl)-5-morpholino-3,4-dihydroisoquinoline-2(1H)-carboxylate O=C1N(C(C2=CC=CC=C12)=O)CCCCN([C@H]1CCCC=2C=CC=NC12)C[C@@H]1N(CC2=CC=CC(=C2C1)N1CCOCC1)C(=O)OC(C)(C)C